1,2,4,5-tetrabromo-3,6-bis(pentabromophenoxy)benzene BrC1=C(C(=C(C(=C1OC1=C(C(=C(C(=C1Br)Br)Br)Br)Br)Br)Br)OC1=C(C(=C(C(=C1Br)Br)Br)Br)Br)Br